2-(3-(4-chloro-3-(2,4-dioxotetrahydropyrimidin-1(2H)-yl)benzoyl)-3-azaspiro[5.5]undec-9-yl)acetaldehyde ClC1=C(C=C(C(=O)N2CCC3(CC2)CCC(CC3)CC=O)C=C1)N1C(NC(CC1)=O)=O